N1(CCOCC1)C1=CC2=C(NC(=N2)C=2C(=NC(=NC2)NCCC)N[C@@H]2CNCCC2)C=C1 (S)-5-(5-morpholinyl-1H-benzo[d]imidazol-2-yl)-N4-(piperidin-3-yl)-N2-propylpyrimidine-2,4-diamine